(2S,3S)-2-amino-3-(((S)-2-amino-3,3-dimethylbutanamido)methyl)-6-boronohexanoic acid N[C@H](C(=O)O)[C@@H](CCCB(O)O)CNC([C@H](C(C)(C)C)N)=O